N-[1-(2,2-difluoroethyl)-1H-pyrazol-4-yl]-1-[4-fluoro-2-(2,2,2-trifluoroethoxy)phenyl]-2-oxo-1,2-dihydropyridine-3-carboxamide FC(CN1N=CC(=C1)NC(=O)C=1C(N(C=CC1)C1=C(C=C(C=C1)F)OCC(F)(F)F)=O)F